ClC1=CC(=C(C=C1)C1=NC(=NC2=C1N=C(N(C2=O)C)C)N2C[C@@H](C(CC2)(F)F)C=2C=NN(C2)C)F 8-(4-chloro-2-fluorophenyl)-6-[(3S)-4,4-difluoro-3-(1-methyl-1H-pyrazol-4-yl)piperidin-1-yl]-2,3-dimethyl-3H,4H-pyrimido[5,4-d][1,3]diazin-4-one